C(C)(=O)C1=CC=C(C=C1)C1=C(C=CC(=C1)F)S(=O)(=O)N (4-acetylphenyl)-4-fluorobenzenesulfonamide